C(C)(C)(C)[Si](OCCOCC=1N(N=CC1C1BOOC1)C)(C)C tert-butyl-dimethyl-[2-[[2-methyl-4-(4,5-dioxaborolan-2-yl)pyrazol-3-yl]methoxy]ethoxy]silane